2-decyl-diperoxybutanedioic acid C(CCCCCCCCC)C(C(=O)OO)CC(=O)OO